2-((2-(2-(1H-tetrazol-5-yl)phenyl)-6-(benzyl(isobutyl)amino)pyridin-4-yl)amino)-5-methylbenzonitrile N1N=NN=C1C1=C(C=CC=C1)C1=NC(=CC(=C1)NC1=C(C#N)C=C(C=C1)C)N(CC(C)C)CC1=CC=CC=C1